5-(((tert-butyldimethylsilyl)oxy)methyl)-6-methoxybenzo[d]thiazol-2-amine [Si](C)(C)(C(C)(C)C)OCC=1C(=CC2=C(N=C(S2)N)C1)OC